5-amino-3-(2-methoxyethyl)-1,3-dimethyl-2-oxoindoline-6-carboxylic acid methyl ester COC(=O)C1=C(C=C2C(C(N(C2=C1)C)=O)(C)CCOC)N